tert-Butyl ((1S,3R)-3-((2-((2-((tert-butyldimethylsilyl)oxy)ethyl)amino)-5-nitrophenyl)carbamoyl)cyclohexyl)carbamate [Si](C)(C)(C(C)(C)C)OCCNC1=C(C=C(C=C1)[N+](=O)[O-])NC(=O)[C@H]1C[C@H](CCC1)NC(OC(C)(C)C)=O